2',5'-dimethyl-6'-nitro-2',5'-dihydrospiro[oxetane-3,4'-[1,2,3]triazolo[4,5-c]quinoline] CN1N=C2C(C3(N(C=4C(=CC=CC24)[N+](=O)[O-])C)COC3)=N1